C(C)(C)(C)OC(NC1CNCCC1(F)F)=O (4,4-difluoropiperidin-3-yl)carbamic acid tert-butyl ester